CC1=CC(=NO1)C(=O)NC1=C(C=C(C=C1)C1CNCC1)C=1CCCCC1 5-methyl-N-(5-(pyrrolidin-3-yl)-2',3',4',5'-tetrahydro-[1,1'-biphenyl]-2-yl)isoxazole-3-carboxamide